O1CCC(CC1)CC1CN2C(O1)=CC(=N2)C(=O)O 2-((tetrahydro-2H-pyran-4-yl)methyl)-2,3-dihydropyrazolo[5,1-b]oxazole-6-carboxylic acid